(S)-1-(5-(2-(3,4-dimethoxyphenyl)-3-isopropyl-1H-indol-5-yl)-1,3,4-oxadiazol-2-yl)-N-methylethan-1-amine COC=1C=C(C=CC1OC)C=1NC2=CC=C(C=C2C1C(C)C)C1=NN=C(O1)[C@H](C)NC